S1S[C@@H](CC1)CCCCC(=O)NC=1C(C2=CC=CC=C2C(C1C)=O)=O (R)-5-(1,2-dithiolan-3-yl)-N-(3-methyl-1,4-dioxo-1,4-dihydronaphthalen-2-yl)pentanamide